CN([C@H]1C[C@H](C1)NC(C1=CC(=CC(=C1)C(F)(F)F)NC(CC1=C(C=C(C=C1)C1=CNC(C=C1OCC)=O)F)=O)=O)C N-[cis-3-(dimethylamino)cyclobutyl]-3-(2-(4-(4-ethoxy-6-oxo-1H-pyridin-3-yl)-2-fluorophenyl)acetamido)-5-(trifluoromethyl)benzamide